1-(4-(7-(2-(trifluoro-methyl)phenyl)quinazolin-4-yl)piperazin-1-yl)prop-2-en-1-one FC(C1=C(C=CC=C1)C1=CC=C2C(=NC=NC2=C1)N1CCN(CC1)C(C=C)=O)(F)F